CSC1=NN(C=C1[N+](=O)[O-])C1CCC(CC1)C(=O)O (1R,4R)-4-(3-(methylthio)-4-nitro-1H-pyrazol-1-yl)cyclohexanecarboxylic Acid